3-fluoro-4-((3-(8-(((3S,4R)-3-fluoro-1-methylpiperidin-4-yl)amino)-3-((trifluoromethyl)thio)imidazo[1,2-a]pyridin-2-yl)prop-2-yn-1-yl)amino)-N-methylbenzamide FC=1C=C(C(=O)NC)C=CC1NCC#CC=1N=C2N(C=CC=C2N[C@H]2[C@H](CN(CC2)C)F)C1SC(F)(F)F